N-ethyl-3-phenyl-N-(3-(p-tolyl)propyl)propan-1-amine C(C)N(CCCC1=CC=CC=C1)CCCC1=CC=C(C=C1)C